1-(4-trifluoromethoxyphenyl)-5-(2-hydroxyphenyl)-1,4-pentadien-3-one FC(OC1=CC=C(C=C1)C=CC(C=CC1=C(C=CC=C1)O)=O)(F)F